2-(tert-butyl) 4-methyl 3-oxo-2-azabicyclo[3.1.1]heptane-2,4-dicarboxylate O=C1N(C2CC(C1C(=O)OC)C2)C(=O)OC(C)(C)C